ClC=1C=C(C(=C(C1)C1=NN(C=C1)C(C)C)F)NS(=O)(=O)C 3-(5-chloro-2-fluoro-3-(methylsulfonamido)phenyl)-1-isopropyl-1H-pyrazol